N-cyclopropyl-2,6-dihydroxy-N,3'-dimethyl-4-pentyl-[1,1'-biphenyl]-3-carboxamide C1(CC1)N(C(=O)C=1C(=C(C(=CC1CCCCC)O)C1=CC(=CC=C1)C)O)C